5-dodecyl-2,4-di-tert-butylphenol C(CCCCCCCCCCC)C=1C(=CC(=C(C1)O)C(C)(C)C)C(C)(C)C